4-(((7-(cyclopentylamino)-5-fluoro-4-oxo-3,4-dihydro-quinazolin-2-yl)methyl)thio)-2-(trifluoromethyl)piperidine-1-carboxylic acid tert-butyl ester C(C)(C)(C)OC(=O)N1C(CC(CC1)SCC1=NC2=CC(=CC(=C2C(N1)=O)F)NC1CCCC1)C(F)(F)F